(3R)-4-amino-N-((6-bromo-3-pyridazinyl)methyl)-3-methyl-N-(2-propanyl)-1,3-dihydrofuro[3,4-c]quinoline-8-carboxamide NC1=NC=2C=CC(=CC2C2=C1[C@H](OC2)C)C(=O)N(C(C)C)CC=2N=NC(=CC2)Br